C(#N)/C(/C(=O)OCC)=N/OC(=O)C=1C=C2C(CC(OC2=CC1)(CC)CC)=O ethyl (Z)-2-cyano-2-(((2,2-diethyl-4-oxochromane-6-carbonyl)oxy)imino)acetate